4-(9-bromo-3,4-dihydro-2H-1,5-benzoxazepin-5-yl)-5-fluoro-1-(trideuteriomethyl)quinazolin-2-one BrC1=CC=CC=2N(CCCOC21)C2=NC(N(C1=CC=CC(=C21)F)C([2H])([2H])[2H])=O